C([Si](Cl)(Cl)Cl)[Si](Cl)(Cl)Cl methylenebis(trichlorosilane)